tert-butyl (S)-(1-cycloheptyl-2-((5-(1-(2-(dimethylamino)-2-oxoethyl)-4-methyl-1H-1,2,3-triazol-5-yl)pyridin-2-yl)amino)-2-oxoethyl)carbamate C1(CCCCCC1)[C@@H](C(=O)NC1=NC=C(C=C1)C1=C(N=NN1CC(=O)N(C)C)C)NC(OC(C)(C)C)=O